(1R,2R)-2-allyl-N-[(1R)-1-(1-but-3-enyl-2-formyl-pyrrolo[2,3-b]pyridin-6-yl)ethyl]cyclopropanecarboxamide C(C=C)[C@H]1[C@@H](C1)C(=O)N[C@H](C)C1=CC=C2C(=N1)N(C(=C2)C=O)CCC=C